2-{3-aminopyrazolo[1,5-a]pyrimidin-5-yl}cyclopropane-1-carbonitrile NC=1C=NN2C1N=C(C=C2)C2C(C2)C#N